2-(2-hydroxy-4-benzoyloxyphenyl)-5-chlorobenzotriazole OC1=C(C=CC(=C1)OC(C1=CC=CC=C1)=O)N1N=C2C(=N1)C=CC(=C2)Cl